6-bromo-N,N,4-trimethylisoindoline-2-carboxamide BrC1=CC(=C2CN(CC2=C1)C(=O)N(C)C)C